F[C@@H]1CN(CC[C@H]1NC1=NN2C(C=N1)=C(N=C2C(C)CC)C(F)(F)F)S(=O)(=O)C (3R,4R)-3-fluoro-1-methanesulfonyl-N-[7-(sec-butyl)-5-(trifluoromethyl)imidazo[4,3-f][1,2,4]triazin-2-yl]piperidin-4-amine